C(C)(C)(C)C=1N=C(N(C1)C1=CC=CC=C1)NC(=O)NC1=C(C=C(C=C1)B1OC(C(O1)(C)C)(C)C)F 1-(4-(tert-butyl)-1-phenyl-1H-imidazol-2-yl)-3-(2-fluoro-4-(4,4,5,5-tetramethyl-1,3,2-dioxaborolan-2-yl)phenyl)urea